4-bromo-7-methoxy-2-methylbenzo[d]thiazole BrC1=CC=C(C2=C1N=C(S2)C)OC